4-(aminomethyl)-1-(5-(2-(dimethylamino)-6-methylpyridin-3-yl)imidazo[2,1-b][1,3,4]thiadiazol-2-yl)piperidin-4-ol NCC1(CCN(CC1)C1=NN2C(S1)=NC=C2C=2C(=NC(=CC2)C)N(C)C)O